N[C@@H]1C(C(N([C@H]1C1=CC=CC=C1)C=1C=C2C=NN(C2=CC1)C=1C=CC(N(C1)C)=O)=O)(C)C 5-(5-((4R,5S)-4-amino-3,3-dimethyl-2-oxo-5-phenylpyrrolidin-1-yl)-1H-indazol-1-yl)-1-methylpyridin-2(1H)-one